1-(fluoromethyl)-2-nitrobenzene FCC1=C(C=CC=C1)[N+](=O)[O-]